tert-butyl (3-mercaptopropyl)carbamate SCCCNC(OC(C)(C)C)=O